4-(5,7-Dichloro-2,3-dihydrobenzofuran-4-yl)-5,6-dimethylpyrimidin-2-amine ClC=1C=C(C2=C(CCO2)C1C1=NC(=NC(=C1C)C)N)Cl